5-hydroxyisophthalate OC=1C=C(C=C(C(=O)[O-])C1)C(=O)[O-]